FC1=C(COC2=NC(=CC=C2)C2CCNCC2)C=CC(=C1)I 2-((2-fluoro-4-iodobenzyl)oxy)-6-(piperidin-4-yl)pyridine